methyl 4-(2-((2R)-3-(allyloxy)-2-(tetrahydro-2H-pyran-3-carboxamido)-propoxy)ethoxy)-3,5-dimethylbenzoate C(C=C)OC[C@H](COCCOC1=C(C=C(C(=O)OC)C=C1C)C)NC(=O)C1COCCC1